3-(7-((3-fluoro-1-methylpiperidin-4-yl)amino)-3-(2,2,2-trifluoroethyl)benzo[b]thiophen-2-yl)prop-2-yn FC1CN(CCC1NC1=CC=CC2=C1SC(=C2CC(F)(F)F)C#CC)C